(1R,2R)-N-[7-chloro-6-[4-((3S,4S)-4-fluoro-3-methyl-tetrahydrofuran-3-yl)piperazin-1-yl]-3-isoquinolinyl]-5-ethoxy-spiro[2.3]hexane-2-carboxamide ClC1=C(C=C2C=C(N=CC2=C1)NC(=O)[C@@H]1CC12CC(C2)OCC)N2CCN(CC2)[C@]2(COC[C@H]2F)C